(R)-N-(6-chloro-8-methylisoquinolin-1-yl)-6-(1-(2-methoxyethyl)-1H-1,2,3-triazol-4-yl)-N-(piperidin-3-yl)nicotinamide ClC=1C=C2C=CN=C(C2=C(C1)C)N(C(C1=CN=C(C=C1)C=1N=NN(C1)CCOC)=O)[C@H]1CNCCC1